O=C(O)C(N(C[2H])C(N)=N)([2H])[2H] creatine-d3